(S)-N-((R)-1-(1-methoxyisoquinolin-4-yl)ethyl)-N,2-dimethylpropane-2-sulfinamide COC1=NC=C(C2=CC=CC=C12)[C@@H](C)N([S@@](=O)C(C)(C)C)C